1-((S)-1-(4-methyl-6-((1R,5S)-2-oxo-3-azabicyclo[3.1.0]Hexane-3-yl)pyridin-3-yl)ethyl)-1H-1,2,3-triazole-4-carboxylic acid ethyl ester C(C)OC(=O)C=1N=NN(C1)[C@@H](C)C=1C=NC(=CC1C)N1C([C@@H]2C[C@@H]2C1)=O